ClC=1C=C2CCN(CC2=C(C1)[C@H]1N(CCC1)C(=O)OC(C)(C)C)C(=O)C1=NC(=NC=C1)C tert-butyl (S)-2-[6-chloro-2-(2-methylpyrimidine-4-carbonyl)-1,2,3,4-tetrahydroisoquinolin-8-yl]pyrrolidine-1-carboxylate